CN1C=NC=C1[C@@](C2=CC=C(C=C2)Cl)(C3=CC4=C(C=C3)N(C(=O)C=C4C5=CC(=CC=C5)Cl)C)N The molecule is a quinolone that is 1-methylquinolin-2-one which carries a 3-chlorophenyl and an amino(4-chlorophenyl)(1-methyl-imidazol-5-yl)methyl groups at the 4 and 6 positions, respectively (the R-isomer). It has a role as an antineoplastic agent, an EC 2.5.1.58 (protein farnesyltransferase) inhibitor and an apoptosis inducer. It is a quinolone, a member of monochlorobenzenes, a member of imidazoles and a primary amino compound.